C(#N)C1=CC(=C(COC2=CC=CC(=N2)C2=CC=C(CC3=NC4=C(N3C[C@H]3OCC3)C=C(C=C4)C(=O)O)C=C2)C=C1)F (S)-2-(4-(6-((4-cyano-2-fluorobenzyl)oxy)pyridin-2-yl)benzyl)-1-(oxetan-2-ylmethyl)-1H-benzo[d]imidazole-6-carboxylic acid